CS(=O)(=O)C1=CC(=C(C=C1)NCC#CC=1N(C=2C=CC=C(C2C1)NC1CCC(CC1)N1CC2C(C1)COC2)CC(F)(F)F)OC 2-{3-[(4-methanesulfonyl-2-methoxyphenyl)amino]prop-1-yn-1-yl}-N-[(1R,4R)-4-{hexahydro-1H-furo[3,4-c]pyrrol-5-yl}cyclohexyl]-1-(2,2,2-trifluoroethyl)-1H-indol-4-amine